5-methyl-4-(3,5-difluoro-4-(2-methylpyrrolidin-1-yl)phenyl)thiophen-2-amine CC1=C(C=C(S1)N)C1=CC(=C(C(=C1)F)N1C(CCC1)C)F